FC1(CCCC1)CC=1OC(=CN1)C=1C=CC(=NC1C1=CC=2N(C=C1)C=C(N2)C)C#N 5-(2-((1-fluorocyclopentyl)methyl)oxazol-5-yl)-6-(2-methylimidazo[1,2-a]pyridin-7-yl)picolinonitrile